1-(Tert-butyl)-N-(2-fluoro-4-methyl-5-(8-morpholinoimidazo[1,2-a]pyrazin-6-yl)phenyl)-1H-imidazole-4-carboxamide C(C)(C)(C)N1C=NC(=C1)C(=O)NC1=C(C=C(C(=C1)C=1N=C(C=2N(C1)C=CN2)N2CCOCC2)C)F